(S)-3-(5-(4-((1-(4-((3R,4S)-3-(2,5-difluoro-4-methylphenyl)-7-hydroxyisochroman-4-yl)phenyl)piperidin-4-yl)methyl)piperazin-1-yl)-1-oxoisoindolin-2-yl)piperidine-2,6-dione FC1=C(C=C(C(=C1)C)F)[C@@H]1OCC2=CC(=CC=C2[C@@H]1C1=CC=C(C=C1)N1CCC(CC1)CN1CCN(CC1)C=1C=C2CN(C(C2=CC1)=O)[C@@H]1C(NC(CC1)=O)=O)O